1-(4-(2-oxopropyl)phenyl)-3-(4-(trifluoromethyl)phenyl)urea O=C(CC1=CC=C(C=C1)NC(=O)NC1=CC=C(C=C1)C(F)(F)F)C